CC(CN)CC(C)C 2,4-dimethyl-pentylamine